2-((2-oxabicyclo[2.1.1]hexan-1-yl)methoxy)-9-(allyloxy)-6,7-dihydro-4H-pyrimido[6,1-a]isoquinolin-4-one C12(OCC(C1)C2)COC2=NC(N1C(C3=CC=C(C=C3CC1)OCC=C)=C2)=O